ClC1=NC=C(C(=N1)Cl)C(F)(F)F 2,4-dichloro-5-trifluoromethyl-pyrimidine